4,4-dithiodipyridine C1=CN=CC=C1SSC2=CC=NC=C2